FC1C(C1)C(=O)NC=1SC2=C(N1)C=CC(=C2)C2=C1C(=NC=C2C)NCC1 2-fluoro-N-(6-(5-methyl-2,3-dihydro-1H-pyrrolo[2,3-b]pyridin-4-yl)benzo[d]thiazol-2-yl)cyclopropane-1-carboxamide